3-(methylamino)piperidin CNC1CNCCC1